C(C)OC([C@@H](N)[C@@H](C)CC)=O L-Isoleucin-ethylester